methyl (S)-3-(benzyloxy)-2-((tert-butyldimethylsilyl)oxy)-propanoate C(C1=CC=CC=C1)OC[C@@H](C(=O)OC)O[Si](C)(C)C(C)(C)C